NC(CC(=O)O)C(NC(C)C(NC(C)(C)C1CC1)=O)=O 3-amino-3-({1-[(2-cyclopropylprop-2-yl)carbamoyl]ethyl}carbamoyl)propionic acid